4-[(4-methoxyphenyl)methylene]non-2-enoic acid methyl ester COC(C=CC(CCCCC)=CC1=CC=C(C=C1)OC)=O